7-((3R,5S)-1-propenoyl-5-methylpyrrolidin-3-yl)-4-amino-N-((R)-1-phenylpropyl)-6-(prop-1-yn-1-yl)-7H-pyrrolo[2,3-d]pyrimidine-5-carboxamide C(C=C)(=O)N1C[C@@H](C[C@@H]1C)N1C(=C(C2=C1N=CN=C2N)C(=O)N[C@H](CC)C2=CC=CC=C2)C#CC